C(C=C)(=O)[O-].C(CCCCCCC)[Sn+](CCCCCCCC)CCCCCCCC trioctyl-tin acrylate